N-[(4-fluorophenyl)methyl]-4-methyl-1-(5-methylfuran-3-carbonyl)-3-(morpholin-2-yl)-1H-pyrazol-5-amine FC1=CC=C(C=C1)CNC1=C(C(=NN1C(=O)C1=COC(=C1)C)C1CNCCO1)C